(R)-N-(3,3-difluoro-1-(oxetan-3-yl-3-d)piperidin-4-yl)-5-(1-(2,2-difluoroethyl)-1H-benzo[d]imidazol-6-yl)-4-methoxypyrrolo[2,1-f][1,2,4]triazin-2-amine FC1(CN(CC[C@H]1NC1=NN2C(C(=N1)OC)=C(C=C2)C=2C=CC1=C(N(C=N1)CC(F)F)C2)C2(COC2)[2H])F